NC=1N(C(=CC1)C)C1C(=C(C(=CC1(C)Br)Cl)OC)C 2-amino-6-bromo-1-(4-chloro-3-methoxy-2,6-dimethylphenyl)-5-methyl-1H-pyrrole